tert-butyl 4-(4-((4-([1,2,4]triazolo[1,5-a]pyridin-7-yloxy)-3-methylphenyl)amino)-5-fluoroquinazolin-6-yl)piperazine-1-carboxylate N=1C=NN2C1C=C(C=C2)OC2=C(C=C(C=C2)NC2=NC=NC1=CC=C(C(=C21)F)N2CCN(CC2)C(=O)OC(C)(C)C)C